5-(4-amino-7-bromo-2-{4-[(2-fluoroacrylamido)]-2-methylphenyl}-1-methylpyrrolo[3,2-c]pyridin-3-yl)-3-chloro-N-(2,2,2-trifluoroethyl)pyridine-2-carboxamide NC1=NC=C(C2=C1C(=C(N2C)C2=C(C=C(C=C2)NC(C(=C)F)=O)C)C=2C=C(C(=NC2)C(=O)NCC(F)(F)F)Cl)Br